ethyl-(Z)-7-(4-(2-methoxybenzylidene)-2,5-dioxo-imidazolidin-1-yl)heptanoic acid C(C)C(C(=O)O)CCCCCN1C(N\C(\C1=O)=C/C1=C(C=CC=C1)OC)=O